2-phenyl-2-(3-hydroxyphenyl)propane C1(=CC=CC=C1)C(C)(C)C1=CC(=CC=C1)O